CN(C=1C=C(C=CC1)C1=CC=C(C=C1)N(C)C)C N,N,N',N'-tetramethyl-3,4'-diaminobiphenyl